[6-(4-tert-butoxy-carbonylpiperazin-1-yl)-2-methyl-3-pyridyl]boronic acid C(C)(C)(C)OC(=O)N1CCN(CC1)C1=CC=C(C(=N1)C)B(O)O